[Li+].[Li+].[Li+].[PH2-] trilithium phosphide